(tert-butyl 7-(5-(2-cyano-5-(1H-pyrazol-1-yl) phenyl)-1-methyl-1H-pyrazol-4-yl)-4-oxo-3,4-dihydro-phthalazin-1-yl) carbamate C(N)(OC1=NN(C(C2=CC=C(C=C12)C=1C=NN(C1C1=C(C=CC(=C1)N1N=CC=C1)C#N)C)=O)C(C)(C)C)=O